OC1CCN(CC1)C(=O)OC(C)(C)C tertiary butyl 4-hydroxypiperidin-1-carboxylate